(±)-trans-N-[8-chloro-6-[4-(dimethylamino)-3-pyridinyl]-3-isoquinolinyl]-2-cyano-cyclopropaneFormamide ClC=1C=C(C=C2C=C(N=CC12)NC(=O)[C@H]1[C@@H](C1)C#N)C=1C=NC=CC1N(C)C |r|